FC1=C(C(=O)NC)C=CC(=C1)NC1=NC=C(C(=N1)NCC1=NC=CN=C1N(S(=O)(=O)C)C)C(F)(F)F 2-fluoro-N-methyl-4-({4-[({3-[methyl(methylsulfonyl)amino]pyrazin-2-yl}methyl)amino]-5-(trifluoromethyl)pyrimidin-2-yl}amino)benzamide